3-(trifluoromethoxy)-1H-purine-2,6(3H,7H)-dione FC(ON1C(NC(C=2NC=NC12)=O)=O)(F)F